4-(1-(4-(4-isopropyl-5-(8-methyl-[1,2,4]triazolo[1,5-a]pyridin-6-yl)-1H-pyrazol-3-yl)phenyl)ethyl)piperazin-2-one C(C)(C)C=1C(=NNC1C=1C=C(C=2N(C1)N=CN2)C)C2=CC=C(C=C2)C(C)N2CC(NCC2)=O